S1C(=NC2=C1C=CC=C2)NC2=C(C1=C(N=N2)N(CCC1)C=1SC(=C(N1)C(=O)O)CCCOC1=C(C=C(C=C1)C#CCN(C(C)C)C(C)C)F)C 2-[3-(1,3-Benzothiazol-2-ylamino)-4-methyl-6,7-dihydro-5H-pyrido[2,3-c]pyridazin-8-yl]-5-[3-[4-[3-(diisopropylamino)prop-1-ynyl]-2-fluoro-phenoxy]propyl]thiazole-4-carboxylic acid